OCCC1=CC=2C(C3=CC=C(C(=C3C(C2C=C1OC)=O)C)OC)=O 2-(2-hydroxyethyl)-3,6-dimethoxy-5-methylanthraquinone